BrC1=CC=C(C(=N1)C(=O)O)NC1=CC2=C(N(C(O2)=O)C)C=C1 6-bromo-3-((3-methyl-2-oxo-2,3-dihydrobenzo[d]oxazol-6-yl)amino)picolinic acid